C(C)(C)(C)C=1C=C(N(N1)C1=CC=C(C=C1)Cl)NC(=O)NC1=CC=C(C2=CC=CC=C12)OCCN1CCOCC1 1-[5-tert-butyl-2-(4-chlorophenyl)-2H-pyrazol-3-yl]-3-[4-(2-morpholin-4-yl-ethoxy)naphthalen-1-yl]-urea